(2S,4R)-1-[(2S)-2-(4-cyclopropyltriazol-1-yl)-3,3-dimethyl-butanoyl]-4-hydroxy-N-[2-hydroxy-2-(4-phenylphenyl)ethyl]pyrrolidine-2-carboxamide C1(CC1)C=1N=NN(C1)[C@H](C(=O)N1[C@@H](C[C@H](C1)O)C(=O)NCC(C1=CC=C(C=C1)C1=CC=CC=C1)O)C(C)(C)C